6-heneicosenic acid C(CCCCC=CCCCCCCCCCCCCCC)(=O)O